acryloylamino-2,2,6,6-tetramethylpiperidin C(C=C)(=O)NN1C(CCCC1(C)C)(C)C